3-cyano-6-methoxyquinoline C(#N)C=1C=NC2=CC=C(C=C2C1)OC